2-(2-bromo-4-isopropyl-7-oxopyrazolo[1,5-d][1,2,4]triazin-6(7H)-yl)-N-(pyrimidin-4-yl)acetamide BrC1=NN2C(N(N=C(C2=C1)C(C)C)CC(=O)NC1=NC=NC=C1)=O